1-(9Z-heptadecenoyl)-2-(6Z,9Z,12Z-octadecatrienoyl)-glycero-3-phospho-(1'-sn-glycerol) CCCCCCC/C=C\CCCCCCCC(=O)OC[C@H](COP(=O)(O)OC[C@H](CO)O)OC(=O)CCCC/C=C\C/C=C\C/C=C\CCCCC